C(C(=C)C)(=O)OCCN1C(CCC1)=O 1-(2-methacryloyloxy-ethyl)-2-pyrrolidone